(2R)-2-(2-chlorophenyl)oxirane ClC1=C(C=CC=C1)[C@H]1OC1